5-(4-chlorobenzyl)thiazolo[5,4-b]pyridin-2-amine ClC1=CC=C(CC2=CC=C3C(=N2)SC(=N3)N)C=C1